(E)-2-cyano-N-(4-cyanobenzyl)-3-(1H-pyrrolo[2,3-b]pyridin-3-yl)acrylamide C(#N)/C(/C(=O)NCC1=CC=C(C=C1)C#N)=C\C1=CNC2=NC=CC=C21